5-methyl-3,4-dihydroxy-2(5H)-furanone CC1C(=C(C(O1)=O)O)O